5-[(4S)-2,2-dimethyl-3,4,5,6-tetrahydro-2H-pyran-4-yl]-1-[(1S,2S)-2-methyl-1-(5-oxo-4H-1,2,4-oxadiazol-3-yl)cyclopropyl]indole-2-carboxylic acid CC1(OCC[C@@H](C1)C=1C=C2C=C(N(C2=CC1)[C@@]1([C@H](C1)C)C1=NOC(N1)=O)C(=O)O)C